Isopentyl-4-methylbenzenesulfonate C(CC(C)C)OS(=O)(=O)C1=CC=C(C=C1)C